methyl (S)-4-[N-(tert-butoxycarbonyl)amino]-3-oxopentanoate C(C)(C)(C)OC(=O)N[C@H](C(CC(=O)OC)=O)C